1-cyclopentyl-N-((5-(5-(difluoromethyl)-1,3,4-oxadiazol-2-yl)pyridin-2-yl)methyl)-3-fluoro-N-(3-fluorophenyl)azetidine-3-carboxamide C1(CCCC1)N1CC(C1)(C(=O)N(C1=CC(=CC=C1)F)CC1=NC=C(C=C1)C=1OC(=NN1)C(F)F)F